CC1=NC=C(C(=O)NCC=2C(NC=3CCCCC3C2C)=O)C=C1 6-methyl-N-((4-methyl-2-oxo-1,2,5,6,7,8-hexahydroquinolin-3-yl)methyl)nicotinamide